tert-butyl rac-(1S,5R,6R)-5-(((benzyloxy)carbonyl)amino)-3-azabicyclo[4.1.0]heptane-3-carboxylate C(C1=CC=CC=C1)OC(=O)N[C@H]1CN(C[C@H]2C[C@@H]12)C(=O)OC(C)(C)C |r|